1-(chloromethyl)-3-iodo-5-methylbenzene ClCC1=CC(=CC(=C1)C)I